2-((2-((3'-(5-(((2-hydroxyethyl)amino)methyl)picolinamido)-2,2'-dimethyl-[1,1'-biphenyl]-3-yl)carbamoyl)-4,5,6,7-tetrahydropyrazolo[1,5-a]pyridin-4-yl)amino)-2-methylpropanoic acid OCCNCC=1C=CC(=NC1)C(=O)NC=1C(=C(C=CC1)C1=C(C(=CC=C1)NC(=O)C1=NN2C(C(CCC2)NC(C(=O)O)(C)C)=C1)C)C